(E)-N-ethyl-N-(2-methyl-4-carboxyphenyl)-2-butenamide C(C)N(C(\C=C\C)=O)C1=C(C=C(C=C1)C(=O)O)C